5-naphthyridinedisulfonic acid N1=CC(=CC=2C(=CC=NC12)S(=O)(=O)O)S(=O)(=O)O